C(#N)C=1N=C(OC1)F cyanofluorooxazole